CN1C=NC2=C1N=NC(=C2)C(F)(F)F 7-Methyl-3-(trifluoromethyl)-7H-imidazo[4,5-c]pyridazin